(2-chloro-4-(1-hydroxyethyl)pyridin-3-yl)carbamic acid tert-butyl ester C(C)(C)(C)OC(NC=1C(=NC=CC1C(C)O)Cl)=O